di(4-tertiary butyl phenyl) ketone C(C)(C)(C)C1=CC=C(C=C1)C(=O)C1=CC=C(C=C1)C(C)(C)C